2,2-difluoro-N5-methyl-1,3-benzodioxole-5,6-diamine hydrochloride Cl.FC1(OC2=C(O1)C=C(C(=C2)NC)N)F